3-[3'-adamantan-1-yl-4'-(7-hydroxycarbamoyl-heptyloxy)-biphenyl-4-yl]-acrylic acid C12(CC3CC(CC(C1)C3)C2)C=2C=C(C=CC2OCCCCCCCC(NO)=O)C2=CC=C(C=C2)C=CC(=O)O